5-Chloro-2-[[5-(2-nitrophenyl)-2-furanyl]methylene]-3(2H)-benzofuranone ClC=1C=CC2=C(C(C(O2)=CC=2OC(=CC2)C2=C(C=CC=C2)[N+](=O)[O-])=O)C1